O=C1NC=CC2=C(C=CC=C12)CCOCCC(=O)O 3-(2-(1-oxo-1,2-dihydroisoquinolin-5-yl)ethoxy)propionic acid